C(C)(C)(C)C=1C=C(C=C(C1O)C(C)(C)C)CCC(=O)OCC(COC(CCC1=CC(=C(C(=C1)C(C)(C)C)O)C(C)(C)C)=O)(COC(CCC1=CC(=C(C(=C1)C(C)(C)C)O)C(C)(C)C)=O)COC(CCC1=CC(=C(C(=C1)C(C)(C)C)O)C(C)(C)C)=O pentaerythritol tetrakis{3-(3,5-di-tert-butyl-4-hydroxyphenyl) propionate}